2-(difluoromethyl)-9,9-dimethyl-8,9-dihydro-7H-cyclopenta[d]imidazo[1,2-b]pyridazine-7-carboxylic acid FC(C=1N=C2N(N=CC3=C2C(CC3C(=O)O)(C)C)C1)F